(1R,2S)-5'-methoxy-2-(3-{[5-methoxy-2-(1,3-oxazol-5-yl)pyrimidin-4-yl]amino}-1H-indazol-6-yl)spiro[cyclopropane-1,3'-indol]-2'(1'H)-one COC=1C=C2[C@]3(C(NC2=CC1)=O)[C@@H](C3)C3=CC=C1C(=NNC1=C3)NC3=NC(=NC=C3OC)C3=CN=CO3